4,4'-sulfonyl-diphenol S(=O)(=O)(C1=CC=C(C=C1)O)C1=CC=C(C=C1)O